C(C)(C)N1C(=NN=C1)C1=CC=CC(=N1)N1C(N(CC1)C=1C=NC(=NC1)S(=O)(=O)C)=O 1-(6-(4-isopropyl-4H-1,2,4-triazol-3-yl)pyridin-2-yl)-3-(2-(methylsulfonyl)pyrimidin-5-yl)imidazolidin-2-one